Cl.Cl.CC1(CNCC1)N1CCCCC1 1-(3-methylpyrrolidin-3-yl)piperidine dihydrochloride